C(C)(=O)C1(CC(=NO1)C=1C(=CC(=C(C1)N1C(N(C(N(C1=O)C)=S)C)=O)F)Cl)C 3-[5-(5-acetyl-5-methyl-4H-isoxazol-3-yl)-4-chloro-2-fluoro-phenyl]-1,5-dimethyl-6-thioxo-1,3,5-triazine-2,4-dione